CC1(C2CCC=3[C@@H]4CC[C@H]([C@@H](CCC=C(C)C)C)[C@]4(CCC3[C@]2(CC[C@@H]1O)C)C)C 4,4-dimethylcholest-8,24-dien-3beta-ol